(3aR,6aS)-5-[[6-(2,4-dimethylpyrazol-3-yl)pyridazin-3-yl]oxy-methyl]-2-(2-methyl-pentyl)-3,3a,4,5,6,6a-hexahydro-1H-cyclopenta[c]pyrrole CN1N=CC(=C1C1=CC=C(N=N1)OCC1C[C@@H]2[C@@H](CN(C2)CC(CCC)C)C1)C